4-(2-hydroxypropan-2-yl)-N-((5-(imidazo[1,5-a]pyridin-6-yl)-2,3-dihydro-1H-inden-4-yl)carbamoyl)thiophene-2-sulfonamide OC(C)(C)C=1C=C(SC1)S(=O)(=O)NC(NC1=C2CCCC2=CC=C1C=1C=CC=2N(C1)C=NC2)=O